Cyclopropenone C1(C=C1)=O